(S)-N-((1S,3S,4S)-4-hydroxy-3-methylcyclohexyl)-2-methylpropane-2-sulfinamide O[C@@H]1[C@H](C[C@H](CC1)N[S@@](=O)C(C)(C)C)C